NC=1C=2N(C3=CC(=C(C=C3N1)F)C(=O)N1[C@@H]3[C@H](O[C@@H](C1)C)CC=1C(=C(C=CC13)OC(F)(F)F)F)C=NC2 (4-amino-7-fluoroimidazo[1,5-a]quinoxalin-8-yl)((2R,4aS,9aR)-8-fluoro-2-methyl-7-(trifluoromethoxy)-2,3,9,9a-tetrahydroindeno[2,1-b][1,4]oxazin-4(4aH)-yl)methanone